C1(=CC=CC=C1)[C@@H](C)N=[N+]=[N-] (R)-1-phenylethylazide